OC1=CC=C(C=C1)NC=1C=CC(=C(C1)O)NC(C)CC(C)C 5-((4-hydroxyphenyl)amino)-2-((4-methylpentan-2-yl)amino)phenol